ethyl 2-[5-(cyclopropylmethyl)-3-(4-fluorophenyl)-4-(4,4,5,5-tetramethyl-1,3,2-dioxaborolan-2-yl)pyrazol-1-yl]-1,3-thiazole-4-carboxylate C1(CC1)CC1=C(C(=NN1C=1SC=C(N1)C(=O)OCC)C1=CC=C(C=C1)F)B1OC(C(O1)(C)C)(C)C